(+/-)-4-[3-[2-chloro-4-(methoxymethyl)phenyl]-1,4-oxazepan-4-yl]-6-methyl-pyrimidin-2-amine ClC1=C(C=CC(=C1)COC)[C@@H]1COCCCN1C1=NC(=NC(=C1)C)N |r|